Dimethyl(2-((5-methyl-2-((1-(1-methylpiperidin-4-yl)-1H-pyrazol-4-yl)amino)thieno[2,3-d]pyrimidin-4-yl)amino)phenyl)phosphine oxide CP(C1=C(C=CC=C1)NC=1C2=C(N=C(N1)NC=1C=NN(C1)C1CCN(CC1)C)SC=C2C)(C)=O